ClC=1C(=NC=C(C1)C(F)(F)F)CNC(=O)C1CN(C(C1)=O)C1=CC(=CC=C1)OC(F)F N-[[3-chloro-5-(trifluoromethyl)pyridin-2-yl]methyl]-1-[3-(difluoromethoxy)phenyl]-5-oxopyrrolidine-3-carboxamid